(R)-2-(4-(6-((4-cyano-2-fluorobenzyl)oxy)pyridin-2-yl)-2,5-difluorobenzyl)-1-(5-oxopyrrolidin-3-yl)-1H-benzo[d]imidazole-6-carboxylic acid C(#N)C1=CC(=C(COC2=CC=CC(=N2)C2=CC(=C(CC3=NC4=C(N3[C@H]3CNC(C3)=O)C=C(C=C4)C(=O)O)C=C2F)F)C=C1)F